t-butylmercaptan sodium salt [Na].C(C)(C)(C)S